C(C)(C)(C)C=1C=C(C(=C(C1)C1=CC=CC=C1)N)C1=CC(=CC=C1)C1=CC=CC=C1 5'-(tert-butyl)-[1,1':3',1'':3'',1'''-quaterphenyl]-2'-amine